Boric anhydride B(=O)OB=O